4-(1-methyl-5-(3-(m-tolyl)-1H-pyrazol-1-yl)-1H-pyrrolo[3,2-b]pyridin-7-yl)morpholine CN1C=CC2=NC(=CC(=C21)N2CCOCC2)N2N=C(C=C2)C=2C=C(C=CC2)C